OC(C(=O)[O-])(C=1SC=CC1)C=1SC=CC1 2-hydroxy-2,2-dithiophen-2-ylacetate